tin-tantalum oxide [O-2].[Ta+5].[Sn+4]